tert-Butyl 2-(4-(((5-bromopyridin-2-yl)oxy)methyl)piperidin-1-yl)acetate BrC=1C=CC(=NC1)OCC1CCN(CC1)CC(=O)OC(C)(C)C